C(C)(C)(C)C1=CC=C(C=C1)N1N=CC=2C1=NC(=NC2NC(=O)C=2SC(=CC2)[N+](=O)[O-])N2CC(C2)(F)F N-(1-(4-(tert-butyl)phenyl)-6-(3,3-difluoroazetidin-1-yl)-1H-pyrazolo[3,4-d]pyrimidin-4-yl)-5-nitrothiophene-2-carboxamide